2,4-bis(3-(4-(9H-carbazol-9-yl)phenyl)-9H-carbazol-9-yl)-5-(6-methylpyridin-2-yl)benzonitrile C1=CC=CC=2C3=CC=CC=C3N(C12)C1=CC=C(C=C1)C=1C=CC=2N(C3=CC=CC=C3C2C1)C1=C(C#N)C=C(C(=C1)N1C2=CC=CC=C2C=2C=C(C=CC12)C1=CC=C(C=C1)N1C2=CC=CC=C2C=2C=CC=CC12)C1=NC(=CC=C1)C